Cl.NC1CCN(CC1)C=1N(C(C(=C(N1)C1=CC=C(C=C1)C#N)C1=CC=C(OCC(=O)NC2CCC(CC2)C(=O)NO)C=C1)=O)C 4-(2-(4-(2-(4-aminopiperidin-1-yl)-4-(4-cyanophenyl)-1-methyl-6-oxo-1,6-dihydropyrimidin-5-yl)phenoxy)acetamido)-N-hydroxycyclohexane-1-carboxamide hydrochloride